CP(C1=C(C=CC=C1)NC1=NC(=NC=C1F)N)C N4-(2-(dimethylphosphino)phenyl)-5-fluoropyrimidine-2,4-diamine